N[C@H]1CS(C2=C(N(C1=O)CC1=CC=C(C=C1)N1CCN(CC1)C1CC1)C=C(C=C2)C=2OC(=NN2)C(C)(C)C)(=O)=O (3R)-3-amino-7-(5-tert-butyl-1,3,4-oxadiazol-2-yl)-5-[[4-(4-cyclopropylpiperazin-1-yl)phenyl]methyl]-1,1-dioxo-2,3-dihydro-1λ6,5-benzothiazepin-4-one